N1=CNC2=NC=CC(=C21)C=2C=NN(C2)C2=CC=C(C=N2)C(C#N)CC(C(F)(F)F)O (6-(4-(3H-imidazo[4,5-b]pyridin-7-yl)-1H-pyrazol-1-yl)pyridin-3-yl)-5,5,5-trifluoro-4-hydroxypentanenitrile